6-bromo-4-chloro-1-(cyanomethyl)-2-oxo-1,2-dihydro-1,5-naphthyridine-3-carbonitrile BrC=1N=C2C(=C(C(N(C2=CC1)CC#N)=O)C#N)Cl